3-heptene-1-al C(CC=CCCC)=O